C(\C=C\C(=O)O)(=O)O.CN(C1CCN(CC1)C(CCCC=1N=C(N(C1)C1=CC=CC=C1)C1=C(C(=O)N)C=CC=C1C=1C=NN(C1)C)=O)C (4-(4-(4-(dimethylamino)piperidin-1-yl)-4-oxobutyl)-1-phenyl-1H-imidazol-2-yl)-3-(1-methyl-1H-pyrazol-4-yl)benzamide fumarate